{2H-[1,3]dioxolo[4,5-b]pyridine-6-yl}boronic acid O1COC2=NC=C(C=C21)B(O)O